4,4',4''-((benzene-1,3,5-triyltris(methylene))tris(oxy))tribenzimidamide trihydrochloride Cl.Cl.Cl.C1(=CC(=CC(=C1)COC1=CC=C(C(N)=N)C=C1)COC1=CC=C(C(N)=N)C=C1)COC1=CC=C(C(N)=N)C=C1